ethyl 6-{4-[acetyl (ethyl) amino] piperidin-1-yl}-2-azaspiro[3.3]heptane-2-carboxylate C(C)(=O)N(C1CCN(CC1)C1CC2(CN(C2)C(=O)OCC)C1)CC